2-[3,5-dichloro-4-[(5-isopropyl-6-oxo-1H-pyridazin-3-yl)oxy]-phenyl]-6-(methanesulfonylmethyl)-4H-1,2,4-triazine-3,5-dione ClC=1C=C(C=C(C1OC1=NNC(C(=C1)C(C)C)=O)Cl)N1N=C(C(NC1=O)=O)CS(=O)(=O)C